6-tert-butyl-5-(3,4-dichlorophenyl)-4-(pyridazin-4-yloxy)thieno[2,3-d]pyrimidine C(C)(C)(C)C1=C(C2=C(N=CN=C2OC2=CN=NC=C2)S1)C1=CC(=C(C=C1)Cl)Cl